ClC1N(C=C(C=C1)OC1=CC(=CC=C1)C(F)(F)F)CCC1=C(C=C(C=C1)C)C 2-chloro-N-[2-(2,4-dimethylphenyl)ethyl]-5-[3-(trifluoromethyl)phenoxy]pyridine